2-(1H-imidazol-1-yl)-N-((1r,4r)-4-(oxetan-3-ylamino)cyclohexyl)-5H-pyrrolo[3,2-d]pyrimidine-4-carboxamide N1(C=NC=C1)C=1N=C(C2=C(N1)C=CN2)C(=O)NC2CCC(CC2)NC2COC2